2-(2-Isopropylphenyl)-5-methoxy-N-(4-(pyridin-2-yl)benzyl)pyrimidin-4-amine C(C)(C)C1=C(C=CC=C1)C1=NC=C(C(=N1)NCC1=CC=C(C=C1)C1=NC=CC=C1)OC